ClC=1C=C(C(=NC1)N1CC(N(C2(CN(C2)C2=NC=C(C=C2)F)C1=O)CC1=CC=C(C=C1)F)=O)C 8-(5-chloro-3-methyl-pyridin-2-yl)-5-(4-fluoro-benzyl)-2-(5-fluoropyridin-2-yl)-2,5,8-triazaspiro-[3.5]nonane-6,9-dione